O1C(=NC=C1)C=1C(=NC=CN1)C(=O)NCC1OCCCC1 (Oxazol-2-yl)-N-((tetrahydro-2H-pyran-2-yl)methyl)pyrazine-2-carboxamide